((2R,4S,5S)-4-amino-5-(methylamino)tetrahydro-2H-pyran-2-yl)((S)-1-(4-fluorophenyl)-3,4-dihydroisoquinolin-2(1H)-yl)methanone N[C@H]1C[C@@H](OC[C@H]1NC)C(=O)N1[C@H](C2=CC=CC=C2CC1)C1=CC=C(C=C1)F